CC1(C2=CC=CC=C2C=2C=CC(=CC12)N(C1=CC=C(C=C1)C=1C=CC=2C=CC3=CC=CC=C3C2C1)C1=CC=C(C=C1)C=1C=CC=2C=CC3=CC=CC=C3C2C1)C 9,9-dimethyl-N,N-bis(4-(phenanthren-3-yl)phenyl)-9H-fluoren-2-amine